2,3-bis(trifluoromethyl)bicyclo[2.2.1]hepta-2,5-diene FC(C=1C2C=CC(C1C(F)(F)F)C2)(F)F